N1=NC(=CC=C1N)N Pyridazine-3,6-diamine